C(C)(C)(C)C1=CC=C(C=C1)B(O)O 4-(tert-butyl)benzeneboronic acid